FC(C1=C(C=CC(=C1)C(F)(F)F)C1C(N(C2=C(CC1)C=C(C(=C2)F)F)CC#N)=O)(F)F {3-[2,4-bis(trifluoromethyl)phenyl]-7,8-difluoro-2-oxo-2,3,4,5-tetrahydro-1H-1-benzazepin-1-yl}acetonitrile